(R)-1-(1-((tert-butoxycarbonyl)amino)propan-2-yl)-5-(trifluoromethyl)-1H-pyrrolo[2,3-b]pyridine-2-carboxylic acid ethyl ester C(C)OC(=O)C1=CC=2C(=NC=C(C2)C(F)(F)F)N1[C@@H](CNC(=O)OC(C)(C)C)C